methyl 2-({[1-(3,5-diethoxy-4-methylphenyl) ethyl] (4-phenylbutyl) carbamoyl} amino)-2,3-dihydro-1H-indene-2-carboxylate C(C)OC=1C=C(C=C(C1C)OCC)C(C)N(C(=O)NC1(CC2=CC=CC=C2C1)C(=O)OC)CCCCC1=CC=CC=C1